OC1=CC=C(C=C1)S(=O)(=O)OC1=C(C=C(C=C1)\C=C\C(C1=CC=CC=C1)=O)O [2-Hydroxy-4-[(E)-3-oxo-3-phenylprop-1-enyl]phenyl] 4-hydroxybenzenesulfonate